ClC1=C(C=C(CNC(C(=O)NC2=CNC3=CC(=C(C=C23)F)F)=O)C=C1)C(F)(F)F N1-(4-chloro-3-(trifluoromethyl)benzyl)-N2-(5,6-difluoro-1H-indol-3-yl)oxalamide